C(C)N1C(NC2=C1C=C(C(=C2)C2=NC1=C(C=NC(=C1)C(F)(F)F)N2C)SCC)=O 3-ethyl-5-ethylsulfanyl-6-[3-methyl-6-(trifluoromethyl)imidazo[4,5-c]pyridin-2-yl]-1H-benzimidazol-2-one